methyl 2-[3-bromo-4-({(1R,3R)-3-[(tert-butoxycarbonyl)amino]cyclopentyl}oxy)phenyl]-2-methylpropanoate BrC=1C=C(C=CC1O[C@H]1C[C@@H](CC1)NC(=O)OC(C)(C)C)C(C(=O)OC)(C)C